C(=CCCCCC)C1C(=O)OC(C1)=O heptenyl-succinic anhydride